CC=1NC(C=2C(N1)=C(C(N(C2)N2CCOCC2)=O)C=2C=CC(=NC2)C#N)=O 5-(2-methyl-6-morpholino-4,7-dioxo-3,4,6,7-tetrahydropyrido[4,3-d]pyrimidin-8-yl)picolinonitrile